4-(4-bromo-3-(fluoromethyl)phenoxy)furo[3,2-c]pyridine BrC1=C(C=C(OC2=NC=CC3=C2C=CO3)C=C1)CF